tert-Butyl 4-(3-amino-5-carbamoyl-2-(((E)-4-((Z)-6-carbamoyl-2-((1-ethyl-3-methyl-1H-pyrazole-5-carbonyl)imino)thiazolo[4,5-b]pyridin-3(2H)-yl)but-2-en-1-yl)amino)phenoxy)butanoate NC=1C(=C(OCCCC(=O)OC(C)(C)C)C=C(C1)C(N)=O)NC\C=C\CN1/C(/SC=2C1=NC=C(C2)C(N)=O)=N/C(=O)C2=CC(=NN2CC)C